(6-fluoro-8-methyl-1,2,3,4-tetrahydroquinolin-4-yl)methanone FC=1C=C2C(CCNC2=C(C1)C)C=O